C(C)(C)C1=NN(C(=C1)C(C)C)C 3,5-diisopropyl-1-methyl-1H-pyrazole